ClC=1C=CC(=C2C3(NC(NC12)=O)CCCCC3)OC3=C(C=CC=C3F)C3=NN=NN3 8'-chloro-5'-[6-fluoro-2-(1H-tetrazol-5-yl)phenoxy]-1'H-spiro[cyclohexane-1,4'-quinazolin]-2'(3'H)-one